2-(1-benzyl-1H-pyrazol-4-yl)propan-2-ol C(C1=CC=CC=C1)N1N=CC(=C1)C(C)(C)O